FC=1C=C(C(=O)OC(C)(C)C)C=CC1O tert-butyl 3-fluoro-4-hydroxy-benzoate